(4-(aminomethyl)cyclohexyl)carbamate NCC1CCC(CC1)NC([O-])=O